2-chlorobenzamidine ClC1=C(C(=N)N)C=CC=C1